2-ethyl-8-methyl-octahydro-2H-pyrazino[1,2-a]pyrazin C(C)N1CC2N(CC1)CCN(C2)C